O=C1C2=CC=CN2C=2C=CN=CC2N1CCCC(=O)O 4-(7-Oxo-2,8,11-triazatricyclo[7.4.0.02,6]trideca-1(9),3,5,10,12-pentaen-8-yl)butanoic acid